SC=1SC=C(N1)C1=CC=CS1 5-(2-mercapto-1,3-thiazole-4-yl)-thiophene